N1C=CC2=CC=C(C=C12)C=1N=C(C=2N(C1)N=CN2)NC2=CC=C(C=C2)N2CCOCC2 6-(1H-indol-6-yl)-N-(4-morpholinylphenyl)-[1,2,4]triazolo[1,5-a]pyrazin-8-amine